N-(4-((R)-3-(((S)-1-(3-chlorophenyl)propan-2-yl)amino)-2-hydroxypropoxy)phenyl)-N-methylmethanesulfonamide ClC=1C=C(C=CC1)C[C@H](C)NC[C@H](COC1=CC=C(C=C1)N(S(=O)(=O)C)C)O